C1(C(CC1)O)O 1,2-cyclobutanediol